C1=C(C=CC2=CC=CC=C12)C=1OC2=C(N1)C=C(C=C2)Cl 2-(2-naphthyl)-5-chloro-benzoxazole